C(C)(SCC(NC1=NC=CN=C1)=O)=O S-(2-oxo-2-(pyrazin-2-ylamino)ethyl) ethanethioate